CN(C(=O)C1=NN(C(=C1)CNC(=S)[NH-])C)C (3-(Dimethylcarbamoyl)-1-methyl-1H-pyrazol-5-yl)methylthiocarbamoylamide